1-(3,4-methylenedioxyphenyl)-3,4,6-tribenzyloxy-D-glucal C1OC=2C=C(C=CC2O1)C=1O[C@@H]([C@]([C@@](C1)(O)OCC1=CC=CC=C1)(O)OCC1=CC=CC=C1)C(O)OCC1=CC=CC=C1